5-benzyl-3-((naphthalen-2-yloxy)methyl)-4,5-dihydroisoxazole-5-carboxylic acid C(C1=CC=CC=C1)C1(CC(=NO1)COC1=CC2=CC=CC=C2C=C1)C(=O)O